3-phenyl-5-(piperidin-3-yl)pyridin-2(1H)-one C1(=CC=CC=C1)C=1C(NC=C(C1)C1CNCCC1)=O